3'-methyl-N-(4-((4-methylpiperazin-1-yl)sulfonyl)phenyl)-1'H-spiro[cyclohexane-1,4'-pyrimido[5',4':4,5]pyrrolo[2,1-c][1,2,4]triazin]-7'-amine CC=1C2(N3C(NN1)=CC1=C3N=C(N=C1)NC1=CC=C(C=C1)S(=O)(=O)N1CCN(CC1)C)CCCCC2